6-(2-(3-cyclopropylphenyl)-2-hydroxyacetyl)-2-(1-(thiophen-2-yl)cyclopropyl)-3,5,6,7,8,9-hexahydro-4H-pyrimido[5,4-c]azepin-4-one C1(CC1)C=1C=C(C=CC1)C(C(=O)N1CC2=C(CCC1)N=C(NC2=O)C2(CC2)C=2SC=CC2)O